C1OC(CC2=CC=CC=C12)=O 3-isochromanone